6-(6-((1S,4S)-2,5-diazabicyclo[2.2.1]heptan-2-yl)pyridin-3-yl)-4-methoxypyrazolo[1,5-a]pyridine-3-carbonitrile [C@@H]12N(C[C@@H](NC1)C2)C2=CC=C(C=N2)C=2C=C(C=1N(C2)N=CC1C#N)OC